1-(spiro[7H-benzo[c]fluorene-7,9'-9H-fluoren]-2'-yl)-1,3,4,6,7,8-hexahydro-2H-pyrimido[1,2-a]pyrimidine C1=C(C=CC=2C3=CC=CC=C3C3(C12)C=1C=CC=CC1C=1C2=C(C=CC13)C=CC=C2)N2C=1N(CCC2)CCCN1